4-(2-amino-4-methyl-3-(2-methylquinolin-6-yl)benzoyl)-1-methyl-2,5-diphenyl-1H-pyrazol-3(2H)-one Hydrochloride Cl.NC1=C(C(=O)C=2C(N(N(C2C2=CC=CC=C2)C)C2=CC=CC=C2)=O)C=CC(=C1C=1C=C2C=CC(=NC2=CC1)C)C